CC=1C=CC2=C(O[C@H](CO2)COC2=CC=C(C=C2)[C@H](CC(=O)OC)C#CC)C1 methyl (S)-3-(4-(((S)-7-methyl-2,3-dihydrobenzo[b][1,4]dioxin-2-yl) methoxy) phenyl)-4-hexynoate